ClC1=C(C=C(C=C1)B(O)O)C(=O)NCCCC 4-CHLORO-3-(N-BUTYLAMINOCARBONYL)PHENYLBORONIC ACID